BrC=1C=C(C=CC1C)C(C(=O)N)(C(F)F)O 2-(3-bromo-4-methylphenyl)-3,3-difluoro-2-hydroxy-propionamide